C1(=CC=CC=C1)N1N=C(C=C1)C=O 1-phenyl-1H-pyrazole-3-carbaldehyde